C(#N)C=1C=C(C(=NC1)NC(=O)N1C2CCC1CC=1C(=NC=CC12)F)C(F)(F)F (±)-N-(5-Cyano-3-(trifluoromethyl)pyridin-2-yl)-1-fluoro-6,7,8,9-tetrahydro-5H-5,8-epiminocyclohepta[c]pyridine-10-carboxamide